(S)-5-(((4-(3-chloro-4-(2-chloro-3-((3-fluoro-4-(((R)-3-hydroxypyrrolidin-1-yl)methyl)pyridin-2-yl)amino)phenyl)pyridin-2-yl)-2-methoxybenzyl)amino)methyl)pyrrolidin-2-one ClC=1C(=NC=CC1C1=C(C(=CC=C1)NC1=NC=CC(=C1F)CN1C[C@@H](CC1)O)Cl)C1=CC(=C(CNC[C@@H]2CCC(N2)=O)C=C1)OC